3-((1-methyl-2,6,7-trioxabicyclo[2.2.2]octan-4-yl)methoxy)-2,2-bis(((1-methyl-2,6,7-trioxabicyclo[2.2.2]octan-4-yl)methoxy)methyl)propan-1-ol CC12OCC(CO1)(CO2)COCC(CO)(COCC21COC(OC2)(OC1)C)COCC12COC(OC1)(OC2)C